CN(S(=O)(=O)OC1=C(C(=O)NC2=CC=C(N=N2)S(=O)(=O)N2CCN(CC2)C(=O)OC(C)(C)C)C=CC=C1)C tert-butyl 4-((6-(2-((N,N-dimethylsulfamoyl)oxy)benzamido)pyridazin-3-yl)sulfonyl)piperazine-1-carboxylate